C(CCCCCCC\C=C/CC=CCCCCC)C1(OCC(O1)CCN(C)C)CCCCCCCC\C=C/CC=CCCCCC 2-(2,2-bis((9z,2z)-octadeca-9,12-dien-1-yl)-1,3-dioxolan-4-yl)-N,N-dimethylethanamine